((tert-Butoxycarbonyl)amino)-5-vinylpyridine ethyl-formate C(C)OC=O.C(C)(C)(C)OC(=O)NC1=NC=C(C=C1)C=C